C(C)(C)(C)C=1C=C(C=C(C1O)C)CCC(=O)OCC(C)(C)C1OCC2(CO1)COC(OC2)C(COC(CCC2=CC(=C(C(=C2)C)O)C(C)(C)C)=O)(C)C 3,9-bis[2-[3-(3-tert-butyl-4-hydroxy-5-methylphenyl)propionyloxy]-1,1-dimethylethyl]-2,4,8,10-tetraoxaspiro-[5.5]undecane